ClC1=CC2=C(N=CN=C2N2[C@H](CNCC2)C)N=C1C1=C(C=CC=C1F)O 2-(6-chloro-4-((S)-2-methylpiperazin-1-yl)pyrido[2,3-d]pyrimidin-7-yl)-3-fluorophenol